O(S(=O)(=O)C(F)(F)F)C=1CC(OC(C1)C)C 2,6-dimethyl-3,6-dihydro-2H-pyran-4-yl triflate